N-[[1-[6-(5-cyclopropyl-4H-1,2,4-triazol-3-yl)-2-azaspiro[3.3]heptane-2-carbonyl]-4-piperidyl]methyl]-4-(trifluoromethoxy)benzenesulfonamide C1(CC1)C=1NC(=NN1)C1CC2(CN(C2)C(=O)N2CCC(CC2)CNS(=O)(=O)C2=CC=C(C=C2)OC(F)(F)F)C1